(E)-1-(3-(3-(cyclohexylmethoxy)phenyl)acryloyl)-5,6-dihydropyridin C1(CCCCC1)COC=1C=C(C=CC1)/C=C/C(=O)N1CC=CCC1